NC=1C2=C(N=CN1)N(C(=C2C2=CC=C(C=C2)OC2=CC=CC=C2)C#CC2CCN(CC2)C(C=C)=O)C(C)C2=NOC=N2 1-[4-(2-{4-amino-7-[1-(1,2,4-oxadiazol-3-yl)ethyl]-5-(4-phenoxyphenyl)-7H-pyrrolo[2,3-d]pyrimidin-6-yl}ethynyl)piperidin-1-yl]prop-2-en-1-one